potassium hydroxyethylidene (hydroxy ethylidene) diphosphonate P1(OC(CO)OP(OC(CO)O1)=O)=O.[K]